C(CCCCCCC\C=C/CCCCCCCC)(=O)O.C(CCCCCCC\C=C/CCCCCCCC)(=O)O.C(CCCCCCCCCCCCCCC(C)C)(=O)O.C(O)C(CC)(CO)CO trimethylolpropane monoisostearate dioleate